1H-PYRAZOL-5-CARBOXYLIC ACID N1N=CC=C1C(=O)O